CSCCOC=1C=C(/C=C/N2C(C=CC=C2C)C)C=CC1OC(F)F (E)-1-(3-methylthioethoxy-4-difluoromethoxystyryl)-2,6-dimethylpyridin